(4-{[(1R)-1-[3-(1,1-difluoro-2-hydroxyethyl)phenyl]ethyl]amino}-2,7-dimethyl-7H-pyrazolo[3,4-H]quinazolin-6-yl)pyrrolidin-3-ol FC(CO)(F)C=1C=C(C=CC1)[C@@H](C)NC1=NC(=NC2=C3C(=C(C=C12)N1CC(CC1)O)N(N=C3)C)C